C(C)OC(=O)C=1C=2N(C3=C(C=CC=C3C1)OC)C=NN2 9-methoxy-[1,2,4]triazolo[4,3-a]quinoline-4-carboxylic acid ethyl ester